(2,2,2-trifluoroethyl)N,N-Dimethylamide FC(CC[N-]C)(F)F